4-[2-[(2,4-dimethoxyphenyl)methylamino]-8-[4-[(4-methylpiperazin-1-yl)methyl]phenyl]-7-oxo-pyrido[2,3-d]pyrimidin-6-yl]-8-methyl-2,3-dihydroquinoxaline-1-carboxylic acid benzyl ester C(C1=CC=CC=C1)OC(=O)N1CCN(C2=CC=CC(=C12)C)C1=CC2=C(N=C(N=C2)NCC2=C(C=C(C=C2)OC)OC)N(C1=O)C1=CC=C(C=C1)CN1CCN(CC1)C